C1(CC1)[C@@H](C(C)(C)OC)N1CC2=CC=CC(=C2C1=O)NC(=O)C1=C2C(=NC=C1)CCC2 (S)-N-(2-(1-cyclopropyl-2-methoxy-2-methylpropyl)-3-oxoisoindolin-4-yl)-6,7-dihydro-5H-cyclopenta[b]pyridine-4-carboxamide